N1=C(N=CC=C1)N1[C@H](C2=C(CC1)NC=N2)C2=NN1C(C(=CC=C1)C(F)(F)F)=C2 (R)-5-(pyrimidin-2-yl)-4-(4-(trifluoromethyl)pyrazolo[1,5-a]pyridin-2-yl)-4,5,6,7-tetrahydro-1H-imidazo[4,5-c]pyridine